NC1=NC(=NC=C1C(F)(F)F)N1CCN(CC1)C(=O)NCCC1CCN(CC1)CC1=CC=CC=C1 4-[4-amino-5-(trifluoromethyl)pyrimidin-2-yl]-N-[2-(1-benzylpiperidin-4-yl)ethyl]piperazine-1-carboxamide